ClC1=C(C(=CC=C1)Cl)NC1=C(C(=O)O)C=CC=C1 2-[(2,6-dichlorophenyl)amino]benzoic acid